ClC=1C=CC2=C(N=C(O2)C2CC3(CC(C3)NC(=O)C=3OC(=CC3)CS(=O)(=O)C)C2)C1 N-[6-(5-chloro-1,3-benzoxazol-2-yl)spiro[3.3]heptane-2-yl]-5-(methylsulfonylmethyl)furan-2-carboxamide